tert-butyl dimethylcarbamate CN(C(OC(C)(C)C)=O)C